ClC1=C(C=CC=C1)C(C(=O)N)C1=NC=CC(=C1)C(F)(F)F 2-(2-chlorophenyl)-2-(4-(trifluoromethyl)-2-pyridyl)acetamide